O.[Al].[Fe] iron aluminum (hydrogen) oxide